t-butyl (2S)-2-methyl-4-(methyl(2-(pyrrolidin-1-yl)-4-(trifluoromethyl)benzyl)amino)piperidine-1-carboxylate C[C@@H]1N(CCC(C1)N(CC1=C(C=C(C=C1)C(F)(F)F)N1CCCC1)C)C(=O)OC(C)(C)C